3-[5-(prop-2-enoyl)-3-(pyridin-4-yl)-4,5,6,7-tetrahydropyrazolo[1,5-a]pyrazin-2-yl]benzonitrile C(C=C)(=O)N1CC=2N(CC1)N=C(C2C2=CC=NC=C2)C=2C=C(C#N)C=CC2